(trans-3-(3-cyclopropyl-4-(3,5-difluoro-6-methylpyridin-2-yl)-1H-pyrazol-1-yl)cyclobutyl)methanol C1(CC1)C1=NN(C=C1C1=NC(=C(C=C1F)F)C)[C@@H]1C[C@H](C1)CO